FC=1C(=CC=C2N=C(C(NC12)=O)C(C)C)CO 8-fluoro-7-(hydroxymethyl)-3-isopropylquinoxalin-2(1H)-one